ClC1=CC=C(C=N1)CN1C=CC=C2C1=NC(N(C2=O)C2=CC=C(C=C2)C(F)(F)F)=O 8-((6-chloropyridin-3-yl)methyl)-3-(4-(trifluoromethyl)phenyl)pyrido[2,3-d]pyrimidine-2,4(3H,8H)-dione